NC(C#CC1=CC2=C(OC[C@@H](C(N2C)=O)NC(=O)C2=NC=CC(=C2)OC2=CC=CC=C2)C=C1)(C)C (S)-N-(7-(3-amino-3-methylbut-1-yn-1-yl)-5-methyl-4-oxo-2,3,4,5-tetrahydrobenzo[b][1,4]oxazepin-3-yl)-4-phenoxypyridineamide